FC1=CC=C(CN2CCC(CC2)NC=2N=NC(=CC2)C(F)(F)F)C=C1 N-[1-(4-fluorobenzyl)piperidin-4-yl]-6-(trifluoromethyl)pyridazin-3-amine